(R)-2-(6-(2-hydroxypropyl)-6,7,8,9-tetrahydro-1,4,5,6,9a-pentaazabenzo[cd]azulen-3-yl)-5-(trifluoromethyl)phenol O[C@@H](CN1C=2C3=C(C=NN3CCC1)C(=NN2)C2=C(C=C(C=C2)C(F)(F)F)O)C